C(#N)C=1C(=C(C=CC1)[C@@H](C)NC=1C2=C(N=C(N1)C)N=C(C(=C2)C(=O)N(C)C)N2CCCC2)C (R)-4-((1-(3-cyano-2-methylphenyl)ethyl)amino)-N,N,2-trimethyl-7-(pyrrolidin-1-yl)pyrido[2,3-d]pyrimidine-6-carboxamide